C(C1=CC=CC=C1)OC=1C2=C(N=C(N1)S(=O)(=O)C)C[C@@]1(OC2)CCCC2=CC=C(C=C21)NC(OC(C)(C)C)=O tert-Butyl (S)-(4'-(benzyloxy)-2'-(methylsulfonyl)-3,4,5',8'-tetrahydro-2H-spiro[naphthalene-1,7'-pyrano[4,3-d]pyrimidin]-7-yl)carbamate